ClC=1C=CC2=C(N=C(O2)C2CC3(CC(C3)NC(=O)C=3OC(=CC3)S(=O)(=O)C3CC3)C2)C1 N-[6-(5-chloro-1,3-benzoxazol-2-yl)spiro[3.3]heptan-2-yl]-5-cyclopropylsulfonyl-furan-2-carboxamide